ClC=1C=CC(=C(C1)CC(=O)N1CC2(C1)C=C(C(C(C2)(C)C)=O)C#N)OC 2-[(5-chloro-2-methoxyphenyl)acetyl]-8,8-dimethyl-7-oxo-2-azaspiro[3.5]non-5-ene-6-carbonitrile